N-((5-azaspiro[2.4]heptan-6-yl)methyl)-2-(4-(methylcarbamoyl)phenyl)benzo[d]imidazo[2,1-b]thiazole-7-carboxamide C1CC12CNC(C2)CNC(=O)C2=CC1=C(N3C(S1)=NC(=C3)C3=CC=C(C=C3)C(NC)=O)C=C2